2-chloro-N-(4,4-difluorocyclohexyl)-6-methyl-pyrimidin-4-amine ClC1=NC(=CC(=N1)NC1CCC(CC1)(F)F)C